C1(C=CCC1)C1=CC(OC=2C=C(C=C(C12)O)C(C)CCCCCC)(C)C 4-Cyclopent-2-en-1-yl-2,2-dimethyl-7-octan-2-ylchromen-5-ol